ClC1=CC=C(C2=C1C=C(O2)F)COC2=NC(=NC=C2F)C2=CCC(CC2)CC2=NC1=C(N2CC2=CN=CN2CC)C=C(C=C1)C(=O)OC Methyl 2-((4-(4-((4-chloro-2-fluorobenzofuran-7-yl)methoxy)-5-fluoropyrimidin-2-yl)cyclohex-3-en-1-yl)methyl)-1-((1-ethyl-1H-imidazol-5-yl)methyl)-1H-benzo[d]imidazole-6-carboxylate